[N+](=O)([O-])[O-].[Ru+3].CC1=C(N(C2=C(O1)C=CC=C2)C[C@H]2OCC2)CBr.[N+](=O)([O-])[O-].[N+](=O)([O-])[O-] methyl-(S)-3-(bromomethyl)-4-(oxetan-2-ylmethyl)-4H-benzo[b][1,4]oxazine ruthenium nitrate salt